di-t-pentoxy(isopropylamino)silane C(C)(C)(CC)O[SiH](NC(C)C)OC(C)(C)CC